mono-hydroxy-1,4-butanediol acetoacetate C(CC(=O)C)(=O)O.OC(CCCO)O